Methyl 2-(4-(2-(1-(4-chloro-2-fluorophenyl) ethoxy) pyridin-3-yl)-2,6-difluorobenzyl)-1-(2-methoxyethyl)-1H-benzo[d]imidazole-6-carboxylate ClC1=CC(=C(C=C1)C(C)OC1=NC=CC=C1C1=CC(=C(CC2=NC3=C(N2CCOC)C=C(C=C3)C(=O)OC)C(=C1)F)F)F